4,7,10,13-tetraoxa-1-oxoniacyclopentadecane [OH+]1CCOCCOCCOCCOCC1